5-chloro-2-[(3'S,5S)-2-(2-ethoxyphenyl)-3'-ethyl-7-[[(2R,4S)-4-hydroxypyrrolidin-2-yl]methyl]spiro[6,8-dihydro-1,7-naphthyridine-5,4'-piperidine]-1'-yl]benzonitrile ClC=1C=CC(=C(C#N)C1)N1C[C@H]([C@@]2(CC1)C=1C=CC(=NC1CN(C2)C[C@@H]2NC[C@H](C2)O)C2=C(C=CC=C2)OCC)CC